CN1C(N(C2=C1C=C(C=C2)C#CCOCC(CC)OCC#C)C2C(NC(CC2)=O)=O)=O 3-[3-methyl-2-oxo-5-[3-[2-(prop-2-yn-1-yloxy)butoxy]prop-1-yn-1-yl]-1,3-benzodiazol-1-yl]piperidine-2,6-dione